NC=1C=2N(C=CN1)C(=NC2C2=C(C=C(C=C2)OC2=CC=CC=C2)F)[C@@H]2CC[C@H](OC2)CO ((2s,5s)-5-(8-amino-1-(2-fluoro-4-phenoxyphenyl)imidazo[1,5-a]pyrazin-3-yl)tetrahydro-2H-pyran-2-yl)methanol